4-[2-methoxy-5-[(1R)-1-[[2-methyl-5-(4-methylpiperazin-1-yl)benzoyl]amino]ethyl]phenyl]thiophene-2-carboxylic acid benzyl ester C(C1=CC=CC=C1)OC(=O)C=1SC=C(C1)C1=C(C=CC(=C1)[C@@H](C)NC(C1=C(C=CC(=C1)N1CCN(CC1)C)C)=O)OC